Methyl (E)-1-(1-(3-oxobut-1-en-1-yl)cyclopropyl)-1H-imidazole-5-carboxylate O=C(/C=C/C1(CC1)N1C=NC=C1C(=O)OC)C